ethyl 4-benzyloxy-2-chloro-5-(2-ethoxy-1-methoxy-2-oxo-ethyl)-6-methyl-pyridine-3-carboxylate C(C1=CC=CC=C1)OC1=C(C(=NC(=C1C(C(=O)OCC)OC)C)Cl)C(=O)OCC